FC1(CC(C1)NC(=O)C1CCC=2N(C1)C=C(N2)C(=O)NC[C@@H](CN2CC1=CC=CC=C1CC2)O)F N6-(3,3-Difluorocyclobutyl)-N2-((S)-3-(3,4-dihydroisoquinolin-2(1H)-yl)-2-hydroxypropyl)-5,6,7,8-tetrahydroimidazo[1,2-a]pyridine-2,6-dicarboxamide